FC(SC1=CC2=C(N=C([Se]2)N)C=C1)(F)F 6-((Trifluoromethyl)thio)benzo[d][1,3]selenazol-2-amine